2-(benzhydrylthio)acetic acid C(C1=CC=CC=C1)(C1=CC=CC=C1)SCC(=O)O